[Si](C1=CC=CC=C1)(C1=CC=CC=C1)(C(C)(C)C)OCC(CN1CCC(CC1)(F)F)(F)F 1-[3-[(Tert-Butyldiphenylsilyl)oxy]-2,2-difluoropropyl]-4,4-difluoropiperidine